4-benzyloxy-2-[4-(2,2-dimethylpropyl)-2-methyl-phenyl]quinoline C(C1=CC=CC=C1)OC1=CC(=NC2=CC=CC=C12)C1=C(C=C(C=C1)CC(C)(C)C)C